COC=1C=C(C=CC1OC)C1=NC=2C(=NC(=CC2C)C2=CC=C(C=C2)N2CCC3(CN(C3)CC(C)C)CC2)N1C 2-(3,4-dimethoxyphenyl)-5-(4-(2-isobutyl-2,7-diazaspiro[3.5]non-7-yl)phenyl)-3,7-dimethyl-3H-imidazo[4,5-b]pyridine